[C@H]([C@H](C(=O)O)O)(C(=O)O)N The molecule is a 3-hydroxy-L-aspartic acid. It is a conjugate acid of a (3R)-3-hydroxy-L-aspartate(1-) and a (3R)-3-hydroxy-L-aspartate(2-). It is an enantiomer of a (3S)-3-hydroxy-D-aspartic acid.